ClC1=NC2=CC(=CC=C2C=C1)CN(C(=O)C=1C=NC=CC1)C1=C(C=CC=C1)S(=O)(=O)CC N-[(2-chloroquinolin-7-yl)methyl]-N-[2-(ethanesulfonyl)phenyl]pyridine-3-carboxamide